O=C1NC(CCC1N1C(C2=C3C(C=CC=C13)=CC=C2)=O)=O 1-(2,6-dioxopiperidine-3-yl)-2-oxo-1,2-dihydrobenzo[cd]indole